O-methylinosine-5'-triphosphate P(O)(=O)(OP(=O)(O)OP(=O)(O)O)OC[C@@H]1[C@H]([C@H]([C@@H](O1)N1C=NC=2C(O)=NC=NC12)OC)O